(5-(1-(4-fluoro-2-methylphenyl)-4-oxo-6-(trifluoromethyl)-1,4-dihydro-quinazolin-3(2H)-yl)-4-methylpyridin-2-yl)carbamic acid tert-butyl ester C(C)(C)(C)OC(NC1=NC=C(C(=C1)C)N1CN(C2=CC=C(C=C2C1=O)C(F)(F)F)C1=C(C=C(C=C1)F)C)=O